2,2-bis(3-chlorophenyl)-5-oxotetrahydrofuran-3-carboxylic acid ClC=1C=C(C=CC1)C1(OC(CC1C(=O)O)=O)C1=CC(=CC=C1)Cl